CC1C(CC(C=C1)C)=O 2,5-dimethyl-3-cyclohexenone